4-(4-iodophenyl)butyric acid IC1=CC=C(C=C1)CCCC(=O)O